N-(5-(4-(trifluoromethyl)phenethoxy)-1H-indol-3-yl)thiazole-4-carboxamide FC(C1=CC=C(CCOC=2C=C3C(=CNC3=CC2)NC(=O)C=2N=CSC2)C=C1)(F)F